OCC1=CC=C(C2=C1OCCO2)N2CCN(CC2)CO 8-(hydroxymethyl)-5-(4-(hydroxymethyl)piperazin-1-yl)-2,3-dihydro-1,4-benzodioxine